(S)-2-((2-(3-Chlorophenyl)-2-(4-(5-morpholino-1H-pyrrolo[2,3-b]pyridin-3-yl)-2-oxopyridin-1(2H)-yl)ethyl)(methyl)amino)acetonitrile ClC=1C=C(C=CC1)[C@@H](CN(CC#N)C)N1C(C=C(C=C1)C1=CNC2=NC=C(C=C21)N2CCOCC2)=O